CC=1N=C(C=2N(C1)N=C(C2)C=2N=C1N(C(C2)=O)C=C(C=C1)C1CCNCC1)CCC 2-(6-methyl-4-propylpyrazolo[1,5-a]pyrazin-2-yl)-7-(piperidin-4-yl)-4H-pyrido[1,2-a]pyrimidin-4-one